[Pd+2].[Fe+](Cl)Cl ferric dichloride palladium